7-Fluoro-2-(4-(methylsulfonyl)phenyl)-6-(1'-(tetrahydro-2H-pyran-4-yl)-[1,4'-bipiperidin]-4-yl)-1H-benzo[d]imidazol FC1=C(C=CC2=C1NC(=N2)C2=CC=C(C=C2)S(=O)(=O)C)C2CCN(CC2)C2CCN(CC2)C2CCOCC2